2,4,7-Trichloro-8-fluoro-pyrido[4,3-d]pyrimidine ClC=1N=C(C2=C(N1)C(=C(N=C2)Cl)F)Cl